5-(4-((6-(((1-fluorocyclopropyl)methoxy)methyl)-1,4-dioxan-2-yl)methoxy)phenyl)-2-oxo-6-(trifluoromethyl)-1,2-dihydropyridine-3-carboxamide FC1(CC1)COCC1COCC(O1)COC1=CC=C(C=C1)C=1C=C(C(NC1C(F)(F)F)=O)C(=O)N